C1(=CC=CC=C1)C1(CC(=NO1)C(=O)OCC)C1=CC=CC=C1 ethyl 4,5-dihydro-5,5-diphenyl-3-isoxazolecarboxylate